ClC=1C=CC(=C(C1)C1=CC(N(C=C1OC)[C@H](C(=O)C1=CC(=C(C(=O)OC(C)(C)C)C=C1)F)CC)=O)N1N=NC(=C1)C(F)(F)F tert-butyl (S)-4-(2-(4-(5-chloro-2-(4-(trifluoromethyl)-1H-1,2,3-triazol-1-yl) phenyl)-5-methoxy-2-oxopyridin-1(2H)-yl) butyryl)-2-fluorobenzoate